CCCCC[C@@H](/C=C/C=C\\C/C=C\\C=C\\[C@H](CCCC(=O)O)O)OO The molecule is a hydroperoxy(hydroxy)icosatetraenoic acid that is (6E,8Z,11Z,13E)-icosatetraenoic acid in which the hydroxy and hydroperoxy substituents are located at positions 5S and 15S respectively. It is a secondary allylic alcohol and a hydroperoxy(hydroxy)icosatetraenoic acid. It is a conjugate acid of a (5S)-hydroxy-(15S)-hydroperoxy-(6E,8Z,11Z,13E)-icosatetraenoate.